C1(=C(C=CC=C1)C=1C=NC2=CC=CC=C2C1)C 3-(o-Tolyl)quinoline